bis(2,6-dimethoxyphenyl)phosphonium chloride [Cl-].COC1=C(C(=CC=C1)OC)[PH2+]C1=C(C=CC=C1OC)OC